tert-butyl 6-cyano-(3S,5R)-dihydroxyhexanoate C(#N)CCCCC(C(=O)OC(C)(C)C)(O)O